BrC1=CC2=C(OC(O2)(F)F)C=C1 5-Bromo-2,2-difluorobenzo[d][1,3]dioxole